5-Fluoro-N-(5-(piperazin-1-yl)pyridin-2-yl)-4-(quinolin-6-yl)pyrimidin-2-amine hydrochloride Cl.FC=1C(=NC(=NC1)NC1=NC=C(C=C1)N1CCNCC1)C=1C=C2C=CC=NC2=CC1